C(C(C)C)OC(=O)OC(CCCN(C)C(=O)OC(C)(C)C)=O 4-[tert-Butoxycarbonyl-(methyl)amino]butyric acid isobutoxycarbonyl ester